FC=1C=C(C=CC1F)N1N=NC(=C1)C(CC)N1C=C(C2=C1N=CN=C2N)C=2C(=NC=NC2)OC 7-{1-[1-(3,4-Difluorophenyl)-1H-1,2,3-triazol-4-yl]propyl}-5-[4-methoxypyrimidin-5-yl]-7H-pyrrolo[2,3-d]pyrimidin-4-amine